ClC1=NC=C2NC(N(C2=N1)[C@H](C)C1=CC=C(C=C1)C=1N(C=C(N1)C(F)(F)F)CC)=N 2-Chloro-9-[(1R)-1-[4-[1-ethyl-4-(trifluoromethyl)imidazol-2-yl]phenyl]ethyl]-7H-purin-8-imine